C(C1=CC=CC=C1)NC(N([C@@H]1CC[C@H](CC1)NC1=NC=C(C=C1)C(F)(F)F)C1=NC=C(C=N1)C=1C=NN(C1)C)=O 3-benzyl-1-(5-(1-methyl-1H-pyrazol-4-yl)pyrimidin-2-yl)-1-(trans-4-((5-(trifluoromethyl)pyridin-2-yl)amino)cyclohexyl)urea